4-[2-(5-methyl-1-methylsulfonyl-pyrazol-3-yl)-5-(3-phenylpyrazol-1-yl)pyrazolo[1,5-a]pyrimidin-7-yl]morpholine CC1=CC(=NN1S(=O)(=O)C)C1=NN2C(N=C(C=C2N2CCOCC2)N2N=C(C=C2)C2=CC=CC=C2)=C1